CNC1(CCCC1)C(=O)O 1-(METHYLAMINO)CYCLOPENTANE-1-CARBOXYLIC ACID